C(C=C)(=O)N1C[C@H]([C@H](CC1)N1CC(C1)C#CC1=C(C2=C(N=CN=C2N)N1C(C)C)C1=CC(=C(C#N)C=C1)OC)O 4-(6-((1-((3R,4S)-1-acryloyl-3-hydroxypiperidin-4-yl)azetidin-3-yl)ethynyl)-4-amino-7-isopropyl-7H-pyrrolo[2,3-d]pyrimidin-5-yl)-2-methoxybenzonitrile